C1(=CC=CC=C1)N[C@@H]1C[C@@H](CCC1)N (1S,3R)-N1-phenylcyclohexane-1,3-diamine